NCCC=1C=CC=C2C(=NC(=NC12)NC1=CC(=C(C=C1)F)Cl)N[C@H](C)C(C)(C)C (R)-8-(2-aminoethyl)-N2-(3-chloro-4-fluorophenyl)-N4-(3,3-dimethylbutan-2-yl)quinazoline-2,4-diamine